BrC=1C=C2C=CN(C(C2=CC1F)=O)CCCC(COC(F)F)O 6-bromo-2-(5-(difluoromethoxy)-4-hydroxypentyl)-7-fluoroisoquinolin-1(2H)-one